CN(CCO)C 2-(dimethyl-amino)-ethanol